NC1=C2C(=NC=N1)N(N=C2C2=CC=C(C=C2)OC2=CC=CC=C2)C2CCN(CC2)CC=2C=C(C(=NC2)F)N2C(NC(CC2)=O)=O 1-(5-((4-(4-amino-3-(4-phenoxyphenyl)-1H-pyrazolo[3,4-d]pyrimidin-1-yl)piperidin-1-yl)methyl)-2-fluoropyridin-3-yl)dihydropyrimidine-2,4(1H,3H)-dione